tert-butyl (4aR)-9-((tert-butoxycarbonyl)(1-methoxy-1-oxobutan-2-yl)amino)-10-nitro-1,2,4,4a,5,6-hexahydro-3H,12H-benzo[b]pyrazino[1,2-e][1,5]oxazocine-3-carboxylate C(C)(C)(C)OC(=O)N(C=1C(=CC2=C(OCC[C@H]3N(C2)CCN(C3)C(=O)OC(C)(C)C)C1)[N+](=O)[O-])C(C(=O)OC)CC